tert-Butyl [1-(benzyloxy)-3,3-difluoropent-4-en-2-yl]carbamate C(C1=CC=CC=C1)OCC(C(C=C)(F)F)NC(OC(C)(C)C)=O